(S)-4-(4-(difluoromethyl)pyrazolo[1,5-a]pyridin-2-yl)-5-(pyrimidin-2-yl)-4,5,6,7-tetrahydro-1H-imidazo[4,5-c]pyridine FC(C=1C=2N(C=CC1)N=C(C2)[C@H]2N(CCC1=C2N=CN1)C1=NC=CC=N1)F